C(C)OC(=O)C=1C=C2CN(C(C2=CC1OCC)=O)C(C)C1=CC=CC=C1 6-ethoxy-1-oxo-2-(1-phenylethyl)isoindoline-5-carboxylic acid ethyl ester